C(C)(=O)C1=NC=2C(=C(C(=CC2C2=C1C=C(N2[C@H]2[C@H]1CN([C@@H]2C1)C(=O)OC(C)(C)C)[C@@H](C)N)CCC#N)C1=C(C(=CC=C1)Cl)Cl)F tert-butyl (1R,4R,5s)-5-(4-acetyl-2-((R)-1-aminoethyl)-8-(2-cyanoethyl)-7-(2,3-dichlorophenyl)-6-fluoro-1H-pyrrolo[3,2-c]quinolin-1-yl)-2-azabicyclo[2.1.1]hexane-2-carboxylate